BrC=1C=C(C=CC1OC[C@@H](CCl)O)C(C)(C)C1=CC=C(OC[C@H](CN2N=NC=C2CO)O)C=C1 (S)-1-(4-(2-(3-bromo-4-((S)-3-chloro-2-hydroxypropoxy)phenyl)propan-2-yl)phenoxy)-3-(5-(hydroxymethyl)-1H-1,2,3-triazol-1-yl)propan-2-ol